1,8-Dicyanatoperfluorooctan O(C#N)C(C(C(C(C(C(C(C(OC#N)(F)F)(F)F)(F)F)(F)F)(F)F)(F)F)(F)F)(F)F